4-amino-4-phenylisoquinoline NC1(CN=CC2=CC=CC=C12)C1=CC=CC=C1